3-(3-methyl-2-oxo-4-(3-(piperidin-4-yloxy)propyl)-2,3-dihydro-1H-benzo[d]imidazol-1-yl)piperidine-2,6-dione CN1C(N(C2=C1C(=CC=C2)CCCOC2CCNCC2)C2C(NC(CC2)=O)=O)=O